N1N=CC(=C1)C1=CC=C(CN(C(=O)[C@H]2CN(CCC2)C=2C=C(OC(C(=O)N3CCN(CC3)C(=O)OC(C)(C)C)(C)C)C=CC2)CC2CC2)C=C1 tert-butyl (R)-4-(2-(3-(3-((4-(1H-pyrazol-4-yl)benzyl)(cyclopropylmethyl) carbamoyl)piperidin-1-yl)phenoxy)-2-methylpropanoyl)piperazine-1-carboxylate